(S)-4-(7-bromo-2-chloro-3-cyanoquinolin-4-yl)-2-(cyanomethyl)piperazine-1-carboxylic acid tert-butyl ester C(C)(C)(C)OC(=O)N1[C@H](CN(CC1)C1=C(C(=NC2=CC(=CC=C12)Br)Cl)C#N)CC#N